(S)-N-(4-(1-Acetyl-2-methyl-1,2,3,4-tetrahydroquinolin-6-yl)benzyl)-6-(6-methoxypyridin-3-yl)-8-morpholinoimidazo[1,2-a]pyrazine-2-carboxamide C(C)(=O)N1[C@H](CCC2=CC(=CC=C12)C1=CC=C(CNC(=O)C=2N=C3N(C=C(N=C3N3CCOCC3)C=3C=NC(=CC3)OC)C2)C=C1)C